FC1=CC=C(C=C1)C1=CC=C(C#N)C=C1 4-(4'-fluorophenyl)benzonitrile